C(C)(C)(C)O[C@H](C)[C@@H]1NC(OC1=O)=O (S)-4-((R)-1-(tert-Butoxy)ethyl)oxazolidine-2,5-dione